2-cyclopropyl-1-(3-fluoro-4-(2-methoxyethoxy)phenyl)ethanol C1(CC1)CC(O)C1=CC(=C(C=C1)OCCOC)F